C(#N)C=1C(=NN(C1OCC1=CC=C(C=C1)F)C(C1=C(C=CC=C1)F)=O)C1C(N(CC1)S(=O)(=O)N(C)C)C(F)(F)F 3-[4-cyano-1-(2-fluorobenzoyl)-5-[(4-fluorophenyl)methoxy]-1H-pyrazol-3-yl]-N,N-dimethyl-2-(trifluoromethyl)pyrrolidine-1-sulfonamide